The molecule is a pentacyclic triterpenoid with formula C30H48O4, originally isolated from Tripterygium doianum. It has a role as a plant metabolite. It is a pentacyclic triterpenoid, a cyclic terpene ketone, a hydroxy monocarboxylic acid and a secondary alpha-hydroxy ketone. It derives from a hydride of a friedelane. C[C@H]1C(=O)[C@@H](C[C@@H]2[C@@]1(CC[C@H]3[C@]2(CC[C@@]4([C@@]3(CC[C@@]5([C@H]4C[C@](CC5)(C)C(=O)O)C)C)C)C)C)O